CN(CCCOC1=C(C=C(C=C1)B1OC(C(O1)(C)C)(C)C)C(F)(F)F)C N,N-dimethyl-3-(4-(4,4,5,5-tetramethyl-1,3,2-dioxaborolan-2-yl)-2-(trifluoromethyl)phenoxy)propan-1-amine